O1CCC(CC1)=CC1=C(C=CC=C1)C1CCN(CC1)[C@H]1CC2(CN(C2)C(=O)OC(C)(C)C)CC1 tert-butyl (R)-6-(4-(2-((tetrahydro-4H-pyran-4-ylidene)methyl)phenyl)piperidin-1-yl)-2-azaspiro[3.4]octane-2-carboxylate